COC1=CC=C(CN(C2=CC(=C(C(=N2)C2=C(C=C3C(=NC(=NC3=C2F)F)N2CCN(CC2)C(=O)OC(C)(C)C)Cl)I)C)CC2=CC=C(C=C2)OC)C=C1 tert-butyl 4-(7-(6-(bis(4-methoxybenzyl)amino)-3-iodo-4-methylpyridin-2-yl)-6-chloro-2,8-difluoroquinazolin-4-yl)piperazine-1-carboxylate